FC1(CCN(CC1)C1=C2C=C(N=CC2=CC=N1)NC1CCN(CC1)C(=O)OC(C)(C)C)F tert-butyl 4-((5-(4,4-difluoropiperidin-1-yl)-2,6-naphthyridin-3-yl)amino)piperidine-1-carboxylate